pentaglycerol eicosanate C(CCCCCCCCCCCCCCCCCCC)(=O)O.OCC(O)CO.OCC(O)CO.OCC(O)CO.OCC(O)CO.OCC(O)CO